tert-butyl ((4-(2-aminoethyl)phenyl)(imino)methyl)carbamate NCCC1=CC=C(C=C1)C(=N)NC(OC(C)(C)C)=O